C12COCC(CC1)N2C(CN2C(C1(CCN(CC1)C(=O)C=1C=C3C=NNC3=CC1)C1=C(C=CC=C21)Br)=O)=O 1-(2-(3-oxa-8-azabicyclo[3.2.1]oct-8-yl)-2-oxoethyl)-4-bromo-1'-(1H-indazole-5-carbonyl)spiro[indoline-3,4'-piperidin]-2-one